((1R,4S)-1-((benzyloxy)methyl)-4-(((3S,4S)-3-methoxytetrahydro-2H-pyran-4-yl)amino)cyclopent-2-en-1-yl)(3-(trifluoromethyl)-7,8-dihydro-1,6-naphthyridin-6(5H)-yl)methanone C(C1=CC=CC=C1)OC[C@@]1(C=C[C@H](C1)N[C@@H]1[C@@H](COCC1)OC)C(=O)N1CC=2C=C(C=NC2CC1)C(F)(F)F